COC(NCC1=C(C=CC(=C1)C1=NN(C=C1)C1=C(C=C(C=C1F)C#C)F)C)=O.OC(C1=CC=CC=C1)[Si](OCCCCC)(OCCCCC)C(C1=CC=CC=C1)O di(hydroxybenzyl)dipentyloxysilane methyl-N-[[5-[1-(4-ethynyl-2,6-difluorophenyl)-1H-pyrazol-3-yl]-2-methyl-phenyl]methyl]carbamate